dicyclohexyl-(3,5-diisopropylphenyl)chloromethylpalladium C1(CCCCC1)[Pd](CCl)(C1=CC(=CC(=C1)C(C)C)C(C)C)C1CCCCC1